FC1(CCN(CC1)C1=NC(=CC(=N1)C=1C=NN(C1)C1=C(C=C(C=C1)NS(=O)(=O)CCO)N1CCC2(CC2)CC1)CC)F N-(4-(4-(2-(4,4-difluoropiperidin-1-yl)-6-ethylpyrimidin-4-yl)-1H-pyrazol-1-yl)-3-(6-azaspiro[2.5]octan-6-yl)phenyl)-2-hydroxyethane-1-sulfonamide